OC1=CC=C(C=C1)O p-hydroxyphenylalcohol